1-(3-chloro-2-fluorobenzyl)-2-cyclopropyl-4-((3-fluoro-6-(thiazol-2-ylamino)pyridin-2-yl)methyl)piperidine-4-carboxylic acid ClC=1C(=C(CN2C(CC(CC2)(C(=O)O)CC2=NC(=CC=C2F)NC=2SC=CN2)C2CC2)C=CC1)F